selenium-germanium-mercury-barium [Ba].[Hg].[Ge].[Se]